tert-butyl 4-(2-oxo-1H-benzo[cd]indol-5-yl)-3,6-dihydro-2H-pyridine-1-carboxylate O=C1NC2=CC=CC=3C2=C1C=CC3C=3CCN(CC3)C(=O)OC(C)(C)C